CC=1N=C(SC1)CNC=1NC(/C(/N1)=C/C=1C=C2N=CC=NC2=CC1)=O (4Z)-2-[(4-Methylthiazol-2-yl)methylamino]-4-(quinoxalin-6-ylmethylene)-1H-imidazol-5-one